3-[7-chloro-5-fluoro-2-(trifluoromethyl)-1H-benzimidazol-4-yl]Isoxazoline ClC1=CC(=C(C2=C1NC(=N2)C(F)(F)F)C2=NOCC2)F